C12CN(CC2C1)C1=C(C(=C(C=C1)CN1C=NC(=C1)C(=O)OCC)F)C#N Ethyl 1-[(4-{3-azabicyclo[3.1.0]hex-3-yl}-3-cyano-2-fluorophenyl) methyl]-1H-imidazole-4-carboxylate